N,N-dimethyl-1-(octyloxy)heneicosane-12,15-dien-2-amine CN(C(COCCCCCCCC)CCCCCCCCCC=CCC=CCCCCC)C